ClC=1C=C(C=CC1OC)CCC(=O)[O-] 3-(3-chloro-4-methoxyphenyl)propanoate